bis(vinylsulfonylacetyl)ethylenediamine C(=C)S(=O)(=O)CC(=O)NCCNC(CS(=O)(=O)C=C)=O